ClC1=C(C=CC=C1)CC(=O)NC=1C=C(C=C(C1)C=1C=NN(C1)C)NS(=O)(=O)CCC(=O)OC methyl 3-[[3-[[2-(2-chlorophenyl)acetyl]amino]-5-(1-methylpyrazol-4-yl)phenyl] sulfamoyl]propanoate